FC1=NNC2=CC=C(C=C12)C#CC1=NC(=NC=C1)C1=NC(=NC=C1)NCC(=O)N1CCOCC1 ((4-((3-fluoro-1H-indazol-5-yl)ethynyl)-[2,4'-bipyrimidin]-2'-yl)amino)-1-morpholinoethanone